1H-[1,2,3]triazolo[4,5-c]pyridine-4-carboxylic acid N1N=NC=2C(=NC=CC21)C(=O)O